N-(2-(4-(2-(dimethylamino)ethyl)piperazine-1-yl)-4-methoxy-5-((6-((R)-3-phenylisoxazolidine-2-yl)pyrimidine-4-yl)amino)phenyl)acrylamide copper (II) chloride [Cu](Cl)Cl.CN(CCN1CCN(CC1)C1=C(C=C(C(=C1)OC)NC1=NC=NC(=C1)N1OCC[C@@H]1C1=CC=CC=C1)NC(C=C)=O)C